ammonium thiocyanate chloride [Cl-].[S-]C#N.[NH4+].[NH4+]